(S)-7-(1-(4-Amino-3-(3-fluoro-4-isopropoxyphenyl)-1H-pyrazolo[3,4-d]pyrimidin-1-yl)ethyl)-3-chloro-6-(3-fluorophenyl)-5H-thiazolo[3,2-a]pyridin-5-one NC1=C2C(=NC=N1)N(N=C2C2=CC(=C(C=C2)OC(C)C)F)[C@@H](C)C=2C=C1N(C(C2C2=CC(=CC=C2)F)=O)C(=CS1)Cl